(S)-(1-chloro-1-oxopent-4-en-2-yl)(methyl)carbamic acid ClC([C@H](CC=C)N(C(O)=O)C)=O